[Cu].[Cr].[Ni] nickel-chromium copper